isopropyl (2S)-2-[[(4-nitrophenoxy)-phenoxy-phosphoryl] amino]propanoate [N+](=O)([O-])C1=CC=C(OP(=O)(OC2=CC=CC=C2)N[C@H](C(=O)OC(C)C)C)C=C1